3-[5-({[4-(aminomethyl)phenyl]methyl}sulfanyl)-4-cyano-1-(furan-3-carbonyl)-1H-pyrazol-3-yl]-N,N,4-trimethyl-2-oxopiperidine-1-sulfonamide NCC1=CC=C(C=C1)CSC1=C(C(=NN1C(=O)C1=COC=C1)C1C(N(CCC1C)S(=O)(=O)N(C)C)=O)C#N